2-((2S,3S)-3-phenyl-1,4-dioxaspiro[4.4]nonan-2-yl)ethyl pivalate C(C(C)(C)C)(=O)OCC[C@@H]1OC2(O[C@H]1C1=CC=CC=C1)CCCC2